ClC=1C(N(N=CC1Cl)[C@@H]1CC[C@@H](CC1)N(C1=CC=C(C=C1)F)C(C)C)=O cis-4,5-dichloro-2-[4-(4-fluoro-N-isopropyl-anilino)cyclohexyl]pyridazin-3-one